C(C)(C)(C)N1[C@@H](C[C@H](C1)C1=CC(=C(C=C1)OC(F)F)O)C (tert-butyl)2-methyl-(2R,4S)-4-(4-(difluoromethoxy)-3-hydroxyphenyl)pyrrolidine